FC[C@@H]1N(CC2(CC2)C1)C=1C=C2C(=CC=NC2=CC1)C(=O)OC(C)(C)C tert-butyl (R)-6-(6-(fluoromethyl)-5-azaspiro[2.4]heptan-5-yl)quinoline-4-carboxylate